butyl 3-((6-isopropyl-3-methylcyclohex-2-en-1-yl)thio)propanoate C(C)(C)C1CCC(=CC1SCCC(=O)OCCCC)C